N-(6-cyanopyridin-3-yl)-2-{6-[methyl(spiro[2.3]hexan-5-yl)amino]-1H-pyrazolo[3,4-b]pyrazin-1-yl}acetamide C(#N)C1=CC=C(C=N1)NC(CN1N=CC=2C1=NC(=CN2)N(C2CC1(CC1)C2)C)=O